1-propyl-3-methyl-imidazoL C(CC)N1CN(C=C1)C